2-Chloro-7-isopropyl-6-methoxy-purine ClC1=NC(=C2N(C=NC2=N1)C(C)C)OC